2-(2,6-Dimethyl-4-((5-oxo-4-(4-(trifluoromethyl)phenyl)-4,5-dihydro-1H-1,2,4-Triazol-1-yl)methoxy)phenoxy)-2-methylpropionic acid CC1=C(OC(C(=O)O)(C)C)C(=CC(=C1)OCN1N=CN(C1=O)C1=CC=C(C=C1)C(F)(F)F)C